1-benzhydryl-3-(2-bromophenyl)-N-(2-methoxy-6-methylpyridin-3-yl)azetidine-3-carboxamide tert-butyl-4-cyano-4-(2,5-difluorophenyl)piperidine-1-carboxylate C(C)(C)(C)OC(=O)N1CCC(CC1)(C1=C(C=CC(=C1)F)F)C#N.C(C1=CC=CC=C1)(C1=CC=CC=C1)N1CC(C1)(C(=O)NC=1C(=NC(=CC1)C)OC)C1=C(C=CC=C1)Br